C(C1=CC=CC=C1)OC1=C(C(=O)N2CC3=C(C=CC=C3CC2)N[C@@H]2CN(CC2)C(C)=O)C(=CC(=C1)O)O (S)-1-(3-((2-(2-(Benzyloxy)-4,6-dihydroxybenzoyl)-1,2,3,4-tetrahydro-isoquinolin-8-yl)amino)pyrrolidin-1-yl)ethan-1-one